C[C@H]1[C@@H]2CC[C@H]3[C@@H]4CC[C@H]([C@@H](/C=C(/C(C(C)C)C)\C)C)[C@]4(CC[C@@H]3[C@]2(CC[C@@H]1O)C)C 4a,23,24-trimethyl-5α-cholest-22E-en-3β-ol